Cl.C1NCCC12CCN(CC2)CC(=O)N 2-(2,8-diazaspiro[4.5]dec-8-yl)acetamide hydrochloride